Benzyl 4-[(5-nitrofuran-2-yl)methyl]piperazine-1-carboxylate [N+](=O)([O-])C1=CC=C(O1)CN1CCN(CC1)C(=O)OCC1=CC=CC=C1